2-isobutyl-3-methoxypyrazin C(C(C)C)C1=NC=CN=C1OC